1-cyclobutyl-4-((5-(4-fluorophenyl)-1,3,4-thiadiazol-2-yl)methyl)-1,4-dihydropyrazine-2,3-dione C1(CCC1)N1C(C(N(C=C1)CC=1SC(=NN1)C1=CC=C(C=C1)F)=O)=O